4-benzyloxyindoline C(C1=CC=CC=C1)OC1=C2CCNC2=CC=C1